C1(=CC=CC=C1)C(C1=CC=CC=C1)=NCC(=O)OC(C)C isopropyl 2-[(diphenylmethylidene)amino]acetate